bis(2,5-dioxopyrrolidin-1-yl) 4-((((9H-fluoren-9-yl)methoxy)carbonyl)amino)-4-(3-((2,5-dioxo pyrrolidin-1-yl)oxy)-3-oxopropyl)heptanedioate C1=CC=CC=2C3=CC=CC=C3C(C12)COC(=O)NC(CCC(=O)ON1C(CCC1=O)=O)(CCC(=O)ON1C(CCC1=O)=O)CCC(=O)ON1C(CCC1=O)=O